N-[(1s,4s)-4-{[6-chloro-2-(trifluoromethyl)quinolin-4-yl]amino}cyclohexyl]-1H-pyrrolo[2,3-b]pyridine-4-carboxamide ClC=1C=C2C(=CC(=NC2=CC1)C(F)(F)F)NC1CCC(CC1)NC(=O)C=1C2=C(N=CC1)NC=C2